ClC1=NC(=C2N=CN(C2=N1)[C@H]1[C@@H]([C@@H](C(O1)=COCP(O)(O)=O)O)O)NCC1=CC=NC=C1 ({[(2R,3S,4R,5R)-5-{2-chloro-6-[(pyridin-4-ylmethyl)amino]-9H-purin-9-yl}-3,4-dihydroxyoxolanyl-2-yl]methoxy}methyl)phosphonic acid